C(C)(C)(C)OC(=O)N1C2(CC2C=2C3=C(N=CN2)NC=C3C3=C(C=CC=C3)F)CNCC1 (5-(2-fluorophenyl)-7H-pyrrolo[2,3-d]pyrimidin-4-yl)-4,7-diazaspiro[2.5]octane-4-carboxylic acid tert-butyl ester